CC1CC(C2=C(C1)N1CCC3=CC=CC=C3C1CC21SCCCS1)=O 2,3,4,5,6,10b,11,12-octahydro-3-methyl-spiro[4b-azachrysen-12,2'-[1,3]dithian]-1-on